COC1=NC2=CC=C(C=C2C=N1)C=O 2-methoxyquinazoline-6-carbaldehyde